((1,3,5-triazinane-1,3,5-triyl) tris(2-oxoethylideneethane-2,1-diyl)) triacrylate C(C=C)(=O)OC(CN1CN(CN(C1)CC(=CC=O)OC(C=C)=O)CC(=CC=O)OC(C=C)=O)=CC=O